C(#N)C1=C(C=CC=C1)[C@H]([C@H](C)C=1N(C(C(=C(N1)C(=O)NC=1C=NOC1)O)=O)C)C1=NC(=C(N=C1)C)C 2-((1S,2S)-1-(2-cyanophenyl)-1-(5,6-dimethylpyrazin-2-yl)propan-2-yl)-5-hydroxy-N-(isoxazol-4-yl)-1-methyl-6-oxo-1,6-dihydropyrimidine-4-carboxamide